((1r,3r)-3-(3-(3-(methoxymethyl)-1-methyl-1H-pyrazole-5-carboxamido)-1H-pyrazol-5-yl)cyclobutyl)methyl isopropylcarbamate C(C)(C)NC(OCC1CC(C1)C1=CC(=NN1)NC(=O)C1=CC(=NN1C)COC)=O